2-(difluoromethyl)-5-(3-fluoro-4-((4-(6-(4-methylpiperazin-1-yl)pyridin-3-yl)-1H-1,2,3-triazol-1-yl)methyl)phenyl)-1,3,4-oxadiazole FC(C=1OC(=NN1)C1=CC(=C(C=C1)CN1N=NC(=C1)C=1C=NC(=CC1)N1CCN(CC1)C)F)F